(2R,3R,4S,5R)-2-(acetoxymethyl)-6-azido-4-(4-(3-fluorophenyl)-1H-1,2,3-triazol-1-yl)tetrahydro-2H-pyran-3,5-diyl diacetate C(C)(=O)O[C@H]1[C@H](OC([C@@H]([C@H]1N1N=NC(=C1)C1=CC(=CC=C1)F)OC(C)=O)N=[N+]=[N-])COC(C)=O